[1-(4-chloro-3-fluorophenyl)-1H-1,2,4-triazol-5-yl]methanol ClC1=C(C=C(C=C1)N1N=CN=C1CO)F